(2,3-difluoro-6-methoxyphenyl)ethanol FC1=C(C(=CC=C1F)OC)C(C)O